FC=1C=CC(=NC1)C=1C=C(C=2OCCNC2N1)N1CC=CC=C1 N-[6-(5-fluoropyridin-2-yl)-2H,3H,4H-pyrido[3,2-b][1,4]oxazin-8-yl]pyridin